C(C)(C)(C)OC(=O)N1C[C@H](CCC1)NC1=C(C=C(C(=C1)Br)F)[N+](=O)[O-] (S)-3-((5-bromo-4-fluoro-2-nitrophenyl)amino)piperidine-1-carboxylic acid tert-butyl ester